3-(1-benzyl-pyrazol-4-yl)-5-bromo-pyridine C(C1=CC=CC=C1)N1N=CC(=C1)C=1C=NC=C(C1)Br